5-(1-isobutylpiperidin-4-yl)-2-(4-isopropyl-5-(8-methoxyimidazo[1,2-a]pyridin-6-yl)-1H-pyrazol-3-yl)thiazole C(C(C)C)N1CCC(CC1)C1=CN=C(S1)C1=NNC(=C1C(C)C)C=1C=C(C=2N(C1)C=CN2)OC